N1(CCC2=CC=CC=C12)C1=CC2=C(C(C=C(O2)C(C)(C)C)=C[C+]2[C+](C(=C2O)C=C2C=C(OC3=C2C=CC(=C3)N3CCC2=CC=CC=C32)C(C)(C)C)O)C=C1 1,3-bis[[7-(2,3-dihydro-1H-indol-1-yl)-2-(1,1-dimethylethyl)-4H-1-benzopyran-4-ylidene]methyl]-2,4-dihydroxy-cyclobutenediylium